N-(3,3,3-trifluoro-2-methylpropyl)-4-{(S)-1,7-diaza-7-spiro[4.4]nonyl}-5-(3,5-difluorophenyl)nicotinamide FC(C(CNC(C1=CN=CC(=C1N1C[C@]2(CCCN2)CC1)C1=CC(=CC(=C1)F)F)=O)C)(F)F